Tetrapotassium Pyrophosphate [O-]P([O-])(=O)OP(=O)([O-])[O-].[K+].[K+].[K+].[K+]